cis-tert-butyl hexahydropyrrolo[3,4-c]pyrrole-2-carboxylate C1N(C[C@@H]2[C@H]1CNC2)C(=O)OC(C)(C)C